(R)-N-(1-(3-amino-5-(trifluoromethyl)phenyl)ethyl)-7-chloro-2-methylpyrido[4,3-d]pyrimidin-4-amine NC=1C=C(C=C(C1)C(F)(F)F)[C@@H](C)NC=1C2=C(N=C(N1)C)C=C(N=C2)Cl